N-(3-(2-((2-(3-cyanophenyl)propan-2-yl)amino)-2-oxoethyl)-1-(4-hydroxy-4-methylcyclohexyl)azetidin-3-yl)-5-(2,4-difluorophenyl)isoxazole-3-carboxamide C(#N)C=1C=C(C=CC1)C(C)(C)NC(CC1(CN(C1)C1CCC(CC1)(C)O)NC(=O)C1=NOC(=C1)C1=C(C=C(C=C1)F)F)=O